BrC1=CC=C2C(N(C(=NC2=C1)C(CCC)N1CCN(CCC1)C)CC)=O 7-bromo-3-ethyl-2-(1-(4-methyl-1,4-diazepan-1-yl)butyl)quinazolin-4(3H)-one